S(=O)(=O)(C1=CC=C(C=C1)N1C(C=CC1=O)=O)C1=CC=C(C=C1)N1C(C=CC1=O)=O N,N'-(sulfonyldi-p-phenylene)bismaleimide